ethyl 2-(2-((7-(3-(aminomethyl)phenyl)benzofuran-3-yl)methoxy)phenyl)acetate NCC=1C=C(C=CC1)C1=CC=CC=2C(=COC21)COC2=C(C=CC=C2)CC(=O)OCC